(1-(4'-(2-methoxyethoxy)-[1,1'-biphenyl]-4-yl)cyclopropyl)carbamic acid quinuclidin-3-yl ester N12CC(C(CC1)CC2)OC(NC2(CC2)C2=CC=C(C=C2)C2=CC=C(C=C2)OCCOC)=O